C(CC(C)C)SC1=CC=C(C=C1)B(O)O 4-(ISOPENTYLTHIO)PHENYLBORONIC ACID